C[Se]C1=C(C=O)C=C(C=C1)OC(F)(F)F 2-(methylselanyl)-5-(trifluoromethoxy)benzaldehyde